2-ethylhex-1-ene-1-sulfinic acid C(C)C(=CS(=O)O)CCCC